OC(C)C1=CC=C2C(CC(OC2=C1)(C)C)=O 7-(1-hydroxyethyl)-2,2-dimethylchroman-4-one